P(=O)(O)(O)C[C@@]1([C@H](S)[C@H](O)[C@@H](CO)O1)N1C=NC=2C(N)=NC=NC12 phosphomethylthioadenosine